(S)-3-(3-(2,2-difluoro-3-(5,6,7,8-tetrahydro-1,8-naphthyridin-2-yl)propyl)-2-oxoimidazolidin-1-yl)-3-(6-(difluoromethoxy)pyridin-3-yl)propanoic Acid FC(CN1C(N(CC1)[C@@H](CC(=O)O)C=1C=NC(=CC1)OC(F)F)=O)(CC1=NC=2NCCCC2C=C1)F